[Si](C)(C)(C(C)(C)C)OCC#CC(C(F)(F)F)=O 5-[Tert-butyl(dimethyl)silyl]oxy-1,1,1-trifluoro-pent-3-yn-2-one